diethyl (Z)-2-methylbut-2-endioate C/C(/C(=O)OCC)=C/C(=O)OCC